(4-fluorophenyl)-2,4-diaminopyrimidine FC1=CC=C(C=C1)C=1C(=NC(=NC1)N)N